C(C)(=O)C=1C(OC2=CC(=CC=C2C1)OCCOC)=O 3-acetyl-7-(2-methoxy)ethoxycoumarin